C(#N)C1(CC1)NC(=O)[C@H]1N(C[C@@H](C1)S(=O)(=O)C1=C(C=C(C=C1)C=1C=NC(=NC1)OC)C)C(=O)C1(CC1)C(F)(F)F (2S,4R)-N-(1-Cyanocyclopropyl)-4-(4-(2-methoxypyrimidin-5-yl)-2-Methylphenylsulfonyl)-1-(1-(trifluoromethyl)cyclopropanecarbonyl)pyrrolidine-2-carboxamide